5-[(1,3-Dioxoisoindolin-2-yl)methyl]-3,3-difluoro-piperidine-1-carboxylic acid tert-butyl ester C(C)(C)(C)OC(=O)N1CC(CC(C1)CN1C(C2=CC=CC=C2C1=O)=O)(F)F